FC1(C(C(C(C(=O)[2H])(C(C1([2H])[2H])([2H])[2H])[2H])([2H])[2H])([2H])[2H])[2H] 4-fluorobenzaldehyde-d11